(5-(2-chlorophenyl)isoxazol-4-yl)(4-aminopiperidin-1-yl)methanone ClC1=C(C=CC=C1)C1=C(C=NO1)C(=O)N1CCC(CC1)N